BrC1=C2C=C(C(N(C2=CC(=C1)N1CC(C1)OC)C)=O)C 5-bromo-7-(3-methoxyazetidin-1-yl)-1,3-dimethylquinolin-2(1H)-one